Cl.Cl.Cl.N=1C(=CN2C1C=CC=C2)C(=O)N imidazo[1,2-a]pyridine-2-carboxamide trihydrochloride